[C@H]12CN(C[C@H](CC1)N2)C=2C1=C(N=C(N2)OC[C@H](C)N2C[C@H](CC2)F)C(=C(N=C1C#CC)C1=CC(=CC2=CC=C(C(=C12)C#C)F)O)F 4-(4-((1R,5S)-3,8-diazabicyclo[3.2.1]oct-3-yl)-8-fluoro-2-((S)-2-((S)-3-fluoropyrrolidin-1-yl)propoxy)-5-(propynyl)pyrido[4,3-d]pyrimidin-7-yl)-5-ethynyl-6-fluoronaphthalen-2-ol